propoxy-3-(4-methoxyphenyl)-4H-chromen-4-one C(CC)OC=1OC2=CC=CC=C2C(C1C1=CC=C(C=C1)OC)=O